COC=1C(=CC=C2C=NN(C12)CCOC)NC(OC(C)(C)C)=O Tert-butyl (7-methoxy-1-(2-methoxyethyl)-1H-indazol-6-yl)carbamate